methyl 2-(4-(6-((4-cyano-2-fluorobenzyl)oxy)pyridin-2-yl)-2-(((trifluoromethyl)sulfonyl)oxy)benzyl)-1-(2-methoxyethyl)-1H-benzo[d]imidazole-6-carboxylate C(#N)C1=CC(=C(COC2=CC=CC(=N2)C2=CC(=C(CC3=NC4=C(N3CCOC)C=C(C=C4)C(=O)OC)C=C2)OS(=O)(=O)C(F)(F)F)C=C1)F